BrC=1C=C2CC(CC2=CC1)CCCCC 5-bromo-2-pentyl-2,3-dihydro-1H-indene